N1N=CC(=C1)C=1C=C(C2=CC=CC=C2C1)C(C)NC(=O)C=1C=C(C=CC1C)NC(=O)[C@@H]1N(CCCC1)C(=O)OC(C)(C)C t-butyl (2R)-2-((3-((1-(3-(1H-pyrazol-4-yl)naphthalen-1-yl)ethyl)carbamoyl)-4-methylphenyl)carbamoyl)piperidine-1-carboxylate